(1R,4R)-4-(4-(((R)-1-(3-(1,1-difluoro-2-hydroxyethyl)-2-fluorophenyl)ethyl)amino)-2-methyl-8,9-dihydrofuro[2,3-h]quinazolin-6-yl)cyclohexane-1-carboxylic acid FC(CO)(F)C=1C(=C(C=CC1)[C@@H](C)NC1=NC(=NC2=C3C(=C(C=C12)C1CCC(CC1)C(=O)O)OCC3)C)F